CCC(CCCCCCCCC)OC1CO1 3-dodecyloxyethyleneoxide